C[C@H]1N(C[C@@H]1OC=1C(=NC(=CC1)C(NC)=O)C)C(=O)OC(C)(C)C tert-butyl (2R,3S)-2-methyl-3-((2-methyl-6-(methylcarbamoyl)pyridin-3-yl)oxy)azetidine-1-carboxylate